5-(1-benzyl-1H-pyrazol-4-yl)-4-(1H-imidazol-1-yl)-1-methylpyridin-2(1H)-one C(C1=CC=CC=C1)N1N=CC(=C1)C=1C(=CC(N(C1)C)=O)N1C=NC=C1